C1(CC1)N1C(C=C(C=C1)C1=CC(=C(C=C1)C=1N=NC(=CC1)N(C1CC(NC(C1)(C)C)(C)C)C)O)=O 1-cyclopropyl-4-(3-hydroxy-4-(6-(methyl(2,2,6,6-tetramethylpiperidin-4-yl)amino)pyridazin-3-yl)phenyl)pyridin-2(1H)-one